5-[5-(azetidin-3-yloxy)-3-[(3,5-difluorophenyl)methoxy]pyridin-2-yl]-N-(3-chloro-5-methanesulfonamidophenyl)-1-methyl-1H-pyrrole-3-carboxamide N1CC(C1)OC=1C=C(C(=NC1)C1=CC(=CN1C)C(=O)NC1=CC(=CC(=C1)NS(=O)(=O)C)Cl)OCC1=CC(=CC(=C1)F)F